(3S)-4-[7-[6-[bis[(4-methoxyphenyl)methyl]amino]-3,4-dimethyl-2-pyridinyl]-6-chloro-2,8-difluoro-quinazolin-4-yl]-3-methyl-piperazine-1-carboxylic acid tert-butyl ester C(C)(C)(C)OC(=O)N1C[C@@H](N(CC1)C1=NC(=NC2=C(C(=C(C=C12)Cl)C1=NC(=CC(=C1C)C)N(CC1=CC=C(C=C1)OC)CC1=CC=C(C=C1)OC)F)F)C